7-(difluoromethoxy)-N-(propan-2-yl)-6-[3-(pyrrolidin-1-yl)propoxy]-1H,2H,3H-cyclopenta[b]quinolin-9-amine FC(OC1=CC=2C(=C3C(=NC2C=C1OCCCN1CCCC1)CCC3)NC(C)C)F